BrCC=1OC(OC1C(C)C)=O 4-(bromomethyl)-5-(propan-2-yl)-2H-1,3-dioxol-2-one